oxepin-6-one O1C=CC=CC(C1)=O